(difluoromethyl)thiophen FC(F)C=1SC=CC1